vinyliden fluoride C(=C)(F)F